7,7-Dimethyleicosadienoic Acid CCCCCCCCCCC/C=C\C(C)(C)/C=C\CCCC(=O)O